1-cyclopropyl-6-(trifluoromethyl)-1H-pyrazolo[3,4-d]pyrimidine-4-thiol C1(CC1)N1N=CC=2C1=NC(=NC2S)C(F)(F)F